N-[2-[4-(hydroxymethyl)cyclohexyl]-6-(1-hydroxy-1-methyl-ethyl)indazol-5-yl]-4-(trifluoromethyl)pyrimidine-5-carboxamide OCC1CCC(CC1)N1N=C2C=C(C(=CC2=C1)NC(=O)C=1C(=NC=NC1)C(F)(F)F)C(C)(C)O